CC1=CC=CC(=N1)C1=NC=2N(C(=C1)NC1=C3C(=NC=C1)NC(=C3)C#C[C@@H](C)O)N=CC2 (R)-4-(4-((5-(6-methylpyridin-2-yl)pyrazolo[1,5-a]pyrimidin-7-yl)amino)-1H-pyrrolo[2,3-b]pyridin-2-yl)but-3-yn-2-ol